CC1(COC(=O)C1O)C (R)-(-)-Pantolactone